Dansylamide NS(=O)(=O)C1=CC=CC=2C(N(C)C)=CC=CC12